CC1=CC2=C(N3C(N2)=CC=N3)C=C1 6-methyl-pyrazolo[1,5-a]benzimidazole